ClC1=C(C=CC=C1)CC(=O)NC1=CCN(C=C1)C(C)(C)C#N 4-[[2-(2-Chlorophenyl)acetyl]amino]-N-(1-cyano-1-methylethyl)pyridin